Methyl (1S,3S)-3-((6-(5-amino-1-methyl-1H-1,2,3-triazol-4-yl)-2-methylpyridin-3-yl)oxy)cyclohexane-1-carboxylate NC1=C(N=NN1C)C1=CC=C(C(=N1)C)O[C@@H]1C[C@H](CCC1)C(=O)OC